C(CC(=O)C)(=O)OCCCCCCCCCCCCCCCCCC.[Al] Aluminum octadecyl acetoacetate